1-[(2R,4S)-4-[4-Amino-3-[2-(1-cyclopropyl-4,6-difluoro-1,3-benzodiazol-5-yl)ethynyl]pyrazolo[3,4-d]pyrimidin-1-yl]-2-[(trifluoromethoxy)methyl]pyrrolidin-1-yl]prop-2-en-1-one NC1=C2C(=NC=N1)N(N=C2C#CC2=C(C1=C(N(C=N1)C1CC1)C=C2F)F)[C@H]2C[C@@H](N(C2)C(C=C)=O)COC(F)(F)F